C(#N)C=1C=CC(=C2C=CC=NC12)N1C[C@@]2(C[C@@]2(C1)C(F)(F)F)C(=O)NNC(C1CCN(CC1)C)=N (1S,5R)-3-(8-cyanoquinolin-5-yl)-N'-(imino(1-methylpiperidin-4-yl)methyl)-5-(trifluoromethyl)-3-azabicyclo[3.1.0]hexane-1-carboxylic acid hydrazide